Zinc diricinoleate C(CCCCCCC\C=C/C[C@H](O)CCCCCC)(=O)[O-].C(CCCCCCC\C=C/C[C@H](O)CCCCCC)(=O)[O-].[Zn+2]